C(C)(C)(C)OC(NCCOC=1C=C(C2=C(C=C(O2)C2=C3N=CC(=NC3=CC(=C2)C)OC)C1)Cl)=O (2-((7-chloro-2-(2-methoxy-7-methylquinoxalin-5-yl)benzofuran-5-yl)oxy)ethyl)carbamic acid tert-butyl ester